5-Bromo-3-(3,3-difluorocyclobutoxy)pyridin-2-amine BrC=1C=C(C(=NC1)N)OC1CC(C1)(F)F